N1C(=CC2=CC=CC=C12)[C@](NCC=C)(C)C(=O)O L-2-indolyl-(allyl)alanine